5-(((7-(2-Aminopyrimidin-4-yl)-2,3-dihydrofuro[3,2-c]pyridin-4-yl)amino)methyl)-2-fluoro-N-(3-methoxypropyl)benzamid NC1=NC=CC(=N1)C=1C2=C(C(=NC1)NCC=1C=CC(=C(C(=O)NCCCOC)C1)F)CCO2